(R)-5-(1-Benzylazetidin-3-yl)-7-phenyl-4-oxa-7-azaspiro[2.5]octan-8-one C(C1=CC=CC=C1)N1CC(C1)[C@H]1OC2(CC2)C(N(C1)C1=CC=CC=C1)=O